ClC=1C=NC(=NC1)C(=O)O 5-Chloropyrimidine-2-carboxylic acid